2-(3-chloro-5-((2R,5S)-5-methylpiperidin-2-yl)phenoxy)-N,N-dimethylethanamine ClC=1C=C(OCCN(C)C)C=C(C1)[C@@H]1NC[C@H](CC1)C